benzyl-pyrimidine-d C(C1=CC=CC=C1)C1=NC(=NC=C1)[2H]